ethyl (Z)-3-((3-butyl-2-methyl-7-(methylthio)-1,1-dioxido-5-(pyridin-3-yl)-2,3,4,5-tetrahydrobenzo[f][1,2,5]thiadiazepin-8-yl)oxy)-2-fluoroacrylate C(CCC)C1N(S(C2=C(N(C1)C=1C=NC=CC1)C=C(C(=C2)O\C=C(\C(=O)OCC)/F)SC)(=O)=O)C